[7-(2,5-dichloropyrimidin-4-yl)-1-oxo-1,2,3,4-tetrahydroisoquinolin-2-yl]acetic acid tert-butyl ester C(C)(C)(C)OC(CN1C(C2=CC(=CC=C2CC1)C1=NC(=NC=C1Cl)Cl)=O)=O